C(CCCC)C1=C(C(=C(C(=C1C1=C(C=CC=C1)F)C1=CC=CC=C1)F)F)F amyl-phenyl-2',3,4,5-tetrafluorobiphenyl